4-((3-fluoropyridin-2-yl)thio)-6-(5-methyl-1-((1s,3s)-3-(methylamino)cyclobutyl)-1H-pyrazol-4-yl)pyrazolo[1,5-a]pyridine-3-carbonitrile FC=1C(=NC=CC1)SC=1C=2N(C=C(C1)C=1C=NN(C1C)C1CC(C1)NC)N=CC2C#N